ClC=1C(=CC(=NC1)NC1(CCOCC1)C)C=1C=C2N(C[C@@H](N(C2=O)CC2=C(C=CC(=C2)F)CO)COC)C1 (R)-7-(5-chloro-2-((4-methyltetrahydro-2h-pyran-4-yl)amino)pyridine-4-yl)-2-(5-fluoro-2-(hydroxymethyl)benzyl)-3-(methoxymethyl)-3,4-dihydropyrrolo[1,2-a]pyrazine-1(2H)-one